2-(methylthio)-5-(piperidin-1-yl)pyrimidine-4-carboxylic acid methyl ester COC(=O)C1=NC(=NC=C1N1CCCCC1)SC